ClC=1N=CC=2C3=C(C(=NC2C1F)SC)C=C(N3C3C1CN(C3C1)C(=O)OC(C)(C)C)CN1C(OCC1)=O tert-butyl (endo)-5-(7-chloro-6-fluoro-4-(methylthio)-2-((2-oxooxazolidin-3-yl)methyl)-1H-pyrrolo[3,2-c][1,6]naphthyridin-1-yl)-2-azabicyclo[2.1.1]hexane-2-carboxylate